N-[[2-methyl-7-[4-(trifluoromethoxy)phenyl]thiazolo[5,4-d]pyrimidin-5-yl]methyl]prop-2-enamide CC=1SC=2N=C(N=C(C2N1)C1=CC=C(C=C1)OC(F)(F)F)CNC(C=C)=O